N-(4-(2-((4-aminobicyclo-[2.2.1]heptan-1-yl)amino)-quinazolin-6-yl)-2-fluoro-phenyl)-2-chloro-benzenesulfonamide NC12CCC(CC1)(C2)NC2=NC1=CC=C(C=C1C=N2)C2=CC(=C(C=C2)NS(=O)(=O)C2=C(C=CC=C2)Cl)F